2-chloro-2,2-dibromoacetamide ClC(C(=O)N)(Br)Br